ClC1=C(C=CC=C1)C1=CC=NC2=CC(=CC=C12)OC(C(=O)N(C)C)C 2-[[4-(2-Chlorophenyl)-7-quinolyl]oxy]-N,N-dimethyl-propanamid